tri-tert-butyl-vinyl-tin C(C)(C)(C)[Sn](C=C)(C(C)(C)C)C(C)(C)C